C1(CC1)C(C)NC(=O)C1=CN=C(O1)C1=CC(=CC=C1)C1=NNC(=C1)C(NC(C)C1CC1)=O N-(1-cyclopropylethyl)-2-(3-(5-((1-cyclopropylethyl)carbamoyl)-1H-pyrazol-3-yl)phenyl)oxazole-5-carboxamide